C(CCCCCCCCCCCCCCC)(=O)OCCCCCC=CCC non-6-en-1-yl palmitate